(6-aminopyridin-4-yl) (1-methylpiperidin-4-yl) ketone dihydrochloride Cl.Cl.CN1CCC(CC1)C(=O)C1=CC=NC(=C1)N